BrC=1C(=NC(=NC1N1N=CC=C1)N1N=CC=C1)N 5-bromo-2,6-bis-(1H-pyrazol-1-yl)pyrimidin-4-amine